C(C)(C)(C)OC(=O)N(C/C=C/C(=O)OC)C methyl (E)-4-[tert-butoxycarbonyl(methyl)amino]but-2-enoate